C(C)C1=NSC(=N1)C1=NN=C2N1CCN(C2C)C(=O)C2=CC=C(C=C2)F (3-(3-ethyl-1,2,4-thiadiazol-5-yl)-8-methyl-5,6-dihydro-[1,2,4]triazolo[4,3-a]pyrazin-7(8H)-yl)(4-fluorophenyl)methanone